N-[7-(3,6-dihydro-2H-pyran-4-yl)-4-methoxy-[1,3]thiazolo[4,5-c]pyridin-2-yl]-2-[(2-methoxyethyl)amino]-1,3-thiazole-5-carboxamide O1CCC(=CC1)C=1C2=C(C(=NC1)OC)N=C(S2)NC(=O)C2=CN=C(S2)NCCOC